NC1=NC=C(C=C1C(=O)N[C@@H]1[C@H](CCC1)OCC1=CC=C(C=C1)C1=CC=C2C(=CN(C2=C1)C)C1CCN(CC1)CCO)C=1C=NN(C1)C 2-amino-N-{(1S,2S)-2-[(4-{3-[1-(2-hydroxyethyl)piperidin-4-yl]-1-methyl-1H-indol-6-yl}phenyl)methoxy]cyclopentyl}-5-(1-methyl-1H-pyrazol-4-yl)pyridine-3-carboxamide